N1=CC(=CC2=CC=CC=C12)N[C@H]1CN(CC1)C(=O)OC(C)(C)C tert-butyl (R)-3-(quinolin-3-ylamino)pyrrolidine-1-carboxylate